FC(C=1OC(=NN1)C1=CC=2N(C=C1)C=C(N2)COC2=CC=CC=C2)F 2-(difluoromethyl)-5-(2-(phenoxymethyl)imidazo[1,2-a]pyridin-7-yl)-1,3,4-oxadiazole